C(C)(=O)C=1NC2=CC=C(C=C2C1C=1N=NN(C1)CC1CCN(CC1)CCNS(=O)(=O)C1=CC(=C(C=C1)C1=C(C=CC=C1OC)OC)F)F N-(2-(4-((4-(2-Acetyl-5-fluoro-1H-indol-3-yl)-1H-1,2,3-triazol-1-yl)methyl)piperidin-1-yl)ethyl)-2-fluoro-2',6'-dimethoxy-[1,1'-biphenyl]-4-sulfonamid